C(#N)OC1=C(C=C(C=C1)[N+](=O)[O-])CC 1-cyanooxy-4-nitro-2-ethylbenzene